O=C1[C@@H](N(C2CCC12)C(=O)OC)COC1CCC(CC1)C1=CC=CC=C1 methyl (3S)-4-oxo-3-((((1s,4R)-4-phenylcyclohexyl)oxy)methyl)-2-azabicyclo[3.2.0]heptane-2-carboxylate